S1(CCNC=C1)(=O)=O 3,4-dihydro-2H-1,4-thiazine 1,1-dioxide